5-(2-methoxyethyl)-6-methylnicotinonitrile COCCC=1C(=NC=C(C#N)C1)C